C(C)(C)(C)N(C(O)=O)C=1C=NC=C(C1)N1C(N(CC1)C)=O.C(C1=CC=CC=C1)N1CCC(CC1)NC(CCC1=NNC=2C1=NC(=CC2)N2CCN(CC2)C)=O N-(1-benzylpiperidin-4-yl)-3-(5-(4-methylpiperazin-1-yl)-1H-pyrazolo[4,3-b]pyridin-3-yl)propanamide tert-butyl-(5-(3-methyl-2-oxoimidazolidin-1-yl)pyridin-3-yl)carbamate